BrC#CCCCCCCCCCCCCCCCC 1-bromo-1-octadecyne